ClC1=CC=C2C=CN(C(C2=C1)=O)CCC1CCCCC1 7-Chloro-2-(2-cyclohexylethyl)isoquinolin-1(2H)-one